CC=1C=CC2=C(C1)CC1=CC=CC=C1C21C2=CC=CC=C2C=2C=CC=CC12 3-methyl-10H-spiro[anthracene-9,9'-fluorene]